carbonylphenylacetamide C(=O)=C(C(=O)N)C1=CC=CC=C1